CN1N=C(C(=C1)NC=1N=CC2=C(N1)N(C(=C2)C#N)[C@H]2[C@@H](COCC2)C)OC2COC2 2-((1-methyl-3-(oxetan-3-yloxy)-1H-pyrazol-4-yl)amino)-7-((3s,4r)-3-methyltetrahydro-2H-pyran-4-yl)-7H-pyrrolo[2,3-d]pyrimidine-6-carbonitrile